C1(CC1)C=1C=NN2C1C(=C(C=C2)C(=O)N)C#C 3-cyclopropyl-4-ethynyl-pyrazolo[1,5-a]pyridine-5-carboxamide